N(C(=N)N)C1=CC=C(C(=O)OC=2C=3N(C(=CC2)CC(=O)NC(C(=O)O)CC(=O)O)N=CN3)C=C1 2-[[2-[8-(4-guanidinobenzoyl)oxy-[1,2,4]triazolo[1,5-a]pyridin-5-yl]acetyl]amino]butanedioic acid